(2-methoxyphenyl)-9H-purine-2,6-diamine COC1=C(C=CC=C1)N1C2=NC(=NC(=C2N=C1)N)N